5-(trifluoromethyl)pyridine trifluoroacetate salt FC(C(=O)O)(F)F.FC(C=1C=CC=NC1)(F)F